(pyrazin-2-yl)-N-[4-(pyridin-2-yl)-1,3-thiazol-2-yl]pyridin-2-amine N1=C(C=NC=C1)C=1C(=NC=CC1)NC=1SC=C(N1)C1=NC=CC=C1